CC1=CC(=C2CCCC2=C1)CN(C(O)=O)C.IC1=CN(C2=NC=CC(=C21)N2CCCCC2)COCC[Si](C)(C)C 2-[[3-iodo-4-(1-piperidinyl)pyrrolo[2,3-b]pyridin-1-yl]methoxy]ethyl-trimethyl-silane 6-Methyl-2,3-dihydro-1H-inden-4-yl-dimethylcarbamate